N[C@@H](C(=O)N[C@H](C)C1=CC(=CC=C1)OC)CCO (R)-2-amino-4-hydroxy-N-((R)-1-(3-methoxyphenyl)ethyl)butanamide